C([C@@H](O)CC(=O)O)(=O)SCCNC(CCNC([C@@H](C(COP(OP(OC[C@@H]1[C@H]([C@H]([C@@H](O1)N1C=NC=2C(N)=NC=NC12)O)OP(=O)(O)O)(=O)O)(=O)O)(C)C)O)=O)=O L-Malyl-coenzyme A